C(C1=CC=CC=C1)O[C@@H]1[C@H](CO[C@@H]([C@@H]1OCC1=CC=CC=C1)COCC1=CC=CC=C1)NC1=CN=CC(=N1)C(COCCOCCOCCNC(OC(C)(C)C)=O)(F)F tert-butyl (2-(2-(2-(2-(6-(((3S,4R,5R,6R)-4,5-bis(benzyloxy)-6-((benzyloxy)methyl)tetrahydro-2H-pyran-3-yl)amino)pyrazin-2-yl)-2,2-difluoroethoxy)ethoxy)ethoxy)ethyl)carbamate